2-fluoro-6-methyl-4-[(5-pentylthieno[3,2-b]thiophen-2-yl)ethynyl]phenylamine FC1=C(C(=CC(=C1)C#CC1=CC2=C(S1)C=C(S2)CCCCC)C)N